ClC1=NC2=NC(=NC(=C2N1C)C1=C(C=C(C=C1)F)F)[C@@H]1C[C@@H](OCC1)C=1C=NN(C1)C1CC1 8-chloro-2-[(2R,4S)-2-(1-cyclopropylpyrazol-4-yl)tetrahydropyran-4-yl]-6-(2,4-difluorophenyl)-7-methyl-purine